camphorsulfonic acid sulfate S(=O)(=O)(O)O.C12(C(=O)CC(CC1)C2(C)C)CS(=O)(=O)O